C(C)(C)(C)C=1C(=C(C(=C(C1)C(C1=CC=CC=C1)(N=C)N)C(C)C)C(C)C)C(C)(C)C di-tert-butyl-bis-isopropyl-methylene-bis-aminodiphenylmethane